1-((1-acryloyl-3-fluoroazetidin-3-yl)methyl)-7-chloro-6-(1-naphthyl)-4-(2,6-diisopropylphenyl)-1,4-dihydropyrido[2,3-b]pyrazine-2,3-dione C(C=C)(=O)N1CC(C1)(F)CN1C2=C(N(C(C1=O)=O)C1=C(C=CC=C1C(C)C)C(C)C)N=C(C(=C2)Cl)C2=CC=CC1=CC=CC=C21